(R)-2-((2-amino-7-(4-(pyridin-2-yl)piperazin-1-yl)-1,5-naphthyridin-4-yl)amino)-2-methylhexan-1-ol NC1=NC2=CC(=CN=C2C(=C1)N[C@@](CO)(CCCC)C)N1CCN(CC1)C1=NC=CC=C1